4-{4-chloro-1-[(1H-imidazol-4-yl)methyl]-1H-pyrrolo[3,2-c]pyridin-3-yl}-2-methyl-6-{[6-(trifluoromethyl)pyridin-3-yl]oxy}pyridine ClC1=NC=CC2=C1C(=CN2CC=2N=CNC2)C2=CC(=NC(=C2)OC=2C=NC(=CC2)C(F)(F)F)C